S(=O)(=O)(O)O.CN(C1C(N(C(C1)=O)[C@H](C(=O)NCC1=C(C=CC=C1)F)C)=O)C (S)-2-(3-(dimethylamino)-2,5-dioxopyrrolidin-1-yl)-N-(2-fluorobenzyl)propanamide sulfate